4-(4-bromo-3-methoxy-phenyl)morpholine bispropylphenylphosphinate C(CC)C=1C(=C(C=CC1)P(O)=O)CCC.BrC1=C(C=C(C=C1)N1CCOCC1)OC